BrC1=CC2=C(NC([C@@H](N=C2C2=NC=CC=C2)CCC(=O)OC)NCC(C)O)C=C1 methyl 3-((3S)-7-bromo-2-(2-hydroxy-propylamino)-5-(pyridin-2-yl)-2,3-dihydro-1H-benzo[e][1,4]diazepin-3-yl)propanoate